N1CCC(CC1)CNC=1C=C(N=NC1OCC(F)(F)F)NC=1N=CC(=NC1)C#N 5-(5-(piperidin-4-ylmethylamino)-6-(2,2,2-trifluoroethoxy)pyridazin-3-ylamino)pyrazine-2-carbonitrile